1H-pyrazolo[3,4-d]pyrimidin-4-ol N1N=CC=2C1=NC=NC2O